COC(CC(OC)(OC)OC)(OC)OC 1,1,1,3,3,3-hexamethoxypropane